(2R)-4-[4-(tert-butoxycarbonyl)phenyl]morpholin C(C)(C)(C)OC(=O)C1=CC=C(C=C1)N1CCOCC1